C(C1=CC=CC=C1)OC1=NC(=CC=C1C1=NN(C2=C(C=CC=C12)N1CCC(CC1)CN1C2COCC1CN(C2)C(=O)OC(C)(C)C)C)OCC2=CC=CC=C2 tert-butyl 9-((1-(3-(2,6-bis(benzyloxy) pyridin-3-yl)-1-methyl-1H-indazol-7-yl) piperidin-4-yl) methyl)-3-oxa-7,9-diazabicyclo[3.3.1]nonane-7-carboxylate